O[C@H](C)C1=CC=CC(=N1)CN1C(C2=CC=C(C=C2C=N1)S(=O)(=O)C=1C=NN(C1)C)=O (R)-2-((6-(1-hydroxyethyl)pyridin-2-yl)methyl)-6-((1-methyl-1H-pyrazol-4-yl)sulfonyl)phthalazin-1(2H)-one